6-fluoro-8-ethoxy-1,4-dihydro-4-oxo-3-quinolinecarboxylic acid FC=1C=C2C(C(=CNC2=C(C1)OCC)C(=O)O)=O